2-[3-[2-(8-chloro-4-oxo-chromen-2-yl)-5-(trifluoromethyl)phenoxy]propylamino]-2-oxo-acetic acid ClC=1C=CC=C2C(C=C(OC12)C1=C(OCCCNC(C(=O)O)=O)C=C(C=C1)C(F)(F)F)=O